7a-(4-bromophenyl)-6-(((2,2-difluoroethyl)amino)methyl)-4-methoxy-7-phenyl-5,6,7,7a-tetrahydro-4bH-cyclopenta[4,5]furo[2,3-c]pyridine-4b,5-diol BrC1=CC=C(C=C1)C12C(C3=C(C=NC=C3OC)O1)(C(C(C2C2=CC=CC=C2)CNCC(F)F)O)O